C(C)(C)NC(=O)N 1-isopropylurea